2-(4-cyclopropyl-6-methoxypyrimidin-5-yl)-N-(4-(1-isopropyl-4-(trifluoromethyl)-1H-imidazol-2-yl)benzyl)-N,8,9-trimethyl-9H-purin-6-amine C1(CC1)C1=NC=NC(=C1C1=NC(=C2N=C(N(C2=N1)C)C)N(C)CC1=CC=C(C=C1)C=1N(C=C(N1)C(F)(F)F)C(C)C)OC